BrCC1=CC(=C(C=C1)[N+](=O)[O-])CBr 1,3-dibromomethyl-4-nitrobenzene